(2E,6E)-N-isopropyl-3,7,11-trimethyldodeca-2,6,10-trien-1-imine oxide C(C)(C)[N+](=C\C=C(\CC\C=C(\CCC=C(C)C)/C)/C)[O-]